2,4-dimethylbiphenyl CC1=C(C=CC(=C1)C)C1=CC=CC=C1